CC1=CC(=C(C(=C1)O)C(=O)C2=C(C=CC=C2O)O)C(=O)O The molecule is a member of the class of benzophenones in which one phenyl group is substituted at positions 2 and 6 by hydroxy groups while the other is substituted at positions 2, 4, and 6 by hydroxy, methyl, and carboxy groups, respectively. First obtained from the fungal strain Monodictys putredinis, isolated from the inner tissue of a marine green alga, it was subsequently obtained from the fungus Aspergillus nidulans. It has a role as a metabolite. It is a member of benzophenones, a member of resorcinols, a monocarboxylic acid and a member of benzoic acids.